C(C)OC(=O)C=1C(CC2N(C(CC3=CC(=C(C=C23)C(C)=O)OCC2=CC=CC=C2)C(C)C)C1)=O 10-acetyl-9-(benzyloxy)-6-isopropyl-2-oxo-2,6,7,11b-tetrahydro-1H-pyrido[2,1-a]Isoquinoline-3-carboxylic acid ethyl ester